2-(8-(Imidazo[1,2-a]pyrazin-8-yl)-2-oxo-1,3,8-triazaspiro[4.5]decan-3-yl)-N-(4-(trifluoromethyl)phenyl)acetamide hydrochloride Cl.N=1C=CN2C1C(=NC=C2)N2CCC1(CN(C(N1)=O)CC(=O)NC1=CC=C(C=C1)C(F)(F)F)CC2